CN(C1=NC(=CC=C1C=1C=C(C=2N(C1)C=CN2)C)N2CCC(CC2)N2CCNCC2)C N,N-dimethyl-3-(8-methylimidazo[1,2-a]pyridin-6-yl)-6-(4-piperazin-1-yl-1-piperidinyl)pyridin-2-amine